rel-2-(2,2-dimethyl-1,3-dioxolan-4-yl)pyridin-4-amine CC1(OC[C@H](O1)C1=NC=CC(=C1)N)C |o1:4|